NC1=NC(=NC2=C(C=C(C=C12)N)C1=C(C=C(C=C1C)\C=C\C#N)C)NC1=NC=C(C#N)C=C1 (E)-6-((4,6-Diamino-8-(4-(2-cyanovinyl)-2,6-dimethylphenyl)quinazolin-2-yl)amino)nicotinonitrile